ClC=1C=C(CC=2NC=C(N2)C2=CC=CC=C2)C=CC1 2-(3-Chlorobenzyl)-4-phenylimidazole